COC1=C2CC[C@@H](CC2=CC=C1)NCCC (S)-5-methoxy-1,2,3,4-tetrahydro-N-propyl-2-naphthylamine